tris(trimethylsilyloxy)-[2-(4-vinylphenyl)ethyl]silane C[Si](O[Si](CCC1=CC=C(C=C1)C=C)(O[Si](C)(C)C)O[Si](C)(C)C)(C)C